ethyl (R)-2-(1-(6-(5-((((3-fluorobicyclo[1.1.1]pentan-1-yl)(methyl)carbamoyl)oxy)methyl)-1-methyl-1H-1,2,3-triazol-4-yl)-2-(trifluoromethyl)pyridin-3-yl)piperidin-3-yl)acetate FC12CC(C1)(C2)N(C(=O)OCC2=C(N=NN2C)C2=CC=C(C(=N2)C(F)(F)F)N2C[C@H](CCC2)CC(=O)OCC)C